NC=1C=C(C=CC1OC)N(C1=CC(OC2=CC=CC=C12)=O)C 4-((3-Amino-4-methoxyphenyl)(methyl)-Amino)-2H-chromen-2-one